tert-butyl 2-((1-(4-(trifluoromethyl)phenyl)-1,2,3,4-tetrahydro-1,5-naphthyridin-3-yl)oxy)acetate FC(C1=CC=C(C=C1)N1CC(CC2=NC=CC=C12)OCC(=O)OC(C)(C)C)(F)F